CN(C1=NC=CC(=C1)B(O)O)C 2-(dimethylamino)pyridin-4-ylboronic acid